5-[(2-chloro-5-fluorophenyl)carbonyl]-6-{[(2,4-dimethoxyphenyl)methyl]amino}-1-(2,2,2-trifluoroethyl)indazole-4-carbonitrile ClC1=C(C=C(C=C1)F)C(=O)C1=C(C=2C=NN(C2C=C1NCC1=C(C=C(C=C1)OC)OC)CC(F)(F)F)C#N